ClC1=NC=C(C(=N1)N1CC(C1)C(=O)NC(C)(C)C1=CN=C2N1C=CC=C2)F 1-(2-chloro-5-fluoropyrimidin-4-yl)-N-(2-{imidazo[1,2-a]pyridin-3-yl}propan-2-yl)-azetidine-3-carboxamide